C(C1=CC=CC=C1)=[Cu] benzylidenecopper